Cl.CC1=NN(C2=CC=C(C=C12)C1CCNCC1)C1C(NC(CC1)=O)=O 3-(3-methyl-5-(piperidin-4-yl)-1H-indazol-1-yl)piperidine-2,6-dione hydrochloride